C(=C/C(=O)O)\C(=C(\C(=O)O)/Cl)\Cl dichloromuconic acid